bromo(phenyl)(N,N,N',N'-tetramethyl-1,2-ethylenediamine) nickel [Ni].BrC(CN(C)C)(N(C)C)C1=CC=CC=C1